C1(CC1)C1=NN(C=N1)C1CC2(CN(C2)C(=O)N2CCC(CC2)CC=2C=C(C=CC2F)S(=O)(=O)N)C1 3-[[1-[6-(3-cyclopropyl-1,2,4-triazol-1-yl)-2-azaspiro[3.3]heptane-2-carbonyl]-4-piperidinyl]methyl]-4-fluoro-benzenesulfonamide